CC(C[C@@H](C(=O)N[C@@H](CC(=O)O)C1=CC(=CC=C1)N1CCCCC1)N1C=NC2=CC=CC=C2C1=O)C (S)-3-((S)-4-methyl-2-(4-oxoquinazolin-3(4H)-yl)pentanamido)-3-(3-(piperidin-1-yl)phenyl)propanoic acid